CC=1C=2N(C=C(N1)C)N=C(C2)C2=NC1=C(C=C(C=C1C(N2)=O)C2CCN(CC2)C)OC 2-(4,6-dimethylpyrazolo[1,5-a]pyrazin-2-yl)-8-methoxy-6-(1-methylpiperidin-4-yl)quinazolin-4(3H)-one